(1S,2S)-2-(8-(2-(5-methyl-1H-pyrazol-4-yl)pyrido[3,4-d]pyrimidin-4-yl)-2,8-diazaspiro[4.5]decan-2-yl)cyclopentan-1-ol CC1=C(C=NN1)C=1N=C(C2=C(N1)C=NC=C2)N2CCC1(CCN(C1)[C@@H]1[C@H](CCC1)O)CC2